2-amino-7-fluoro-4-(hydroxymethyl)-N-methyl-N-(6-(trifluoromethyl)-2,3-dihydrobenzofuran-3-yl)quinoline-6-carboxamide NC1=NC2=CC(=C(C=C2C(=C1)CO)C(=O)N(C1COC2=C1C=CC(=C2)C(F)(F)F)C)F